FC(C(=O)O)(F)F.C1(CC1)NC1=CC(=NC=2N1N=CC2C#N)NC2=CC(=C(C=C2)N2CCNCC2)CS(=O)(=O)C 7-(cyclopropylamino)-5-((3-((methylsulfonyl)methyl)-4-(piperazin-1-yl)phenyl)amino)pyrazolo[1,5-a]pyrimidine-3-carbonitrile monotrifluoroacetic acid salt